5-bromo-3-(ethylsulfanyl)-2-hydrazinopyridine BrC=1C=C(C(=NC1)NN)SCC